2-[(3-chloro-2-methylphenyl)amino]benzoic acid ClC=1C(=C(C=CC1)NC1=C(C(=O)O)C=CC=C1)C